5-phenyl-7-(2-tert-butyl-1H-1-indolyl)benzothiophene-13C C1(=CC=CC=C1)C=1C=C(C2=C(C=[13CH]S2)C1)N1C(=CC2=CC=CC=C12)C(C)(C)C